N=1C=CN2C1N=C(C=C2)C(=O)N imidazo[1,2-a]pyrimidine-7-carboxamide